2-(4-((((9H-fluoren-9-yl)methoxy)carbonyl)(methyl)amino)-N-methylbutanamido)propanoate C1=CC=CC=2C3=CC=CC=C3C(C12)COC(=O)N(CCCC(=O)N(C)C(C(=O)[O-])C)C